COC1=CC=C(CN2C(C3=CC=CC=C3C(=N2)C2=CC=C(C=C2)OC)N)C=C1 2-N-(4-methoxybenzyl)-4-(4-methoxyphenyl)phthalazin-1-amine